N1C=C(C2=CC=CC=C12)CC(CCCC)C1=C(SC2=C1C=CC(=C2)N2CCC1(COC1)CC2)C(=O)N [1-(1H-indol-3-yl)hexan-2-yl]-6-(2-oxa-7-azaspiro[3.5]nonan-7-yl)-1-benzothiophene-2-carboxamide